C(C)(C)C1=NC(=CC=C1C=1C=C(C(N(C1)C)=O)C)N1CCN(CC1)CC=1C=NC(=CC1)N1CCNCC1 5-[2-isopropyl-6-[4-[(6-piperazin-1-yl-3-pyridinyl)methyl]piperazin-1-yl]-3-pyridinyl]-1,3-dimethyl-pyridin-2-one